C(C)(C)(C)C1=NC2=CC(=NC(=C2C=C1)Cl)Cl tert-butyl-5,7-dichloro-1,6-naphthyridine